2-(5-(cyclopropylmethyl)-3-(4-fluoro-3-(2-methylthiazol-5-yl)phenyl)-4-(3-fluoro-4-sulfamoylbenzyl)-1H-pyrazol-1-yl)thiazole-4-carboxylic acid C1(CC1)CC1=C(C(=NN1C=1SC=C(N1)C(=O)O)C1=CC(=C(C=C1)F)C1=CN=C(S1)C)CC1=CC(=C(C=C1)S(N)(=O)=O)F